BrC=1C=CC2=C(CN(CC[C@H]2NOP2(OC3=C(C4=C(O2)C=CC=2C=CC=CC24)C2=CC=CC=C2C=C3)=O)C(=O)OC(C)(C)C)C1 tert-butyl (5R)-8-bromo-5-(((4-oxidodinaphtho[2,1-d:1',2'-f][1,3,2]dioxaphosphepin-4-yl)oxy)amino)-1,3,4,5-tetrahydro-2H-benzo[c]azepine-2-carboxylate